C1(CC1)C=1N=CN(C1)C1=C(C=C2C=CNC(C2=C1)=O)C 7-(4-cyclopropyl-1H-imidazol-1-yl)-6-methylisoquinolin-1(2H)-one